(E)-3-(1H-indazol-6-yl)-N-((1S,2S)-2-methoxy-2,3-dihydro-1H-inden-1-yl)acrylamide N1N=CC2=CC=C(C=C12)/C=C/C(=O)N[C@@H]1[C@H](CC2=CC=CC=C12)OC